tris(2-[(2,4,8,10-tetrabutyldibenzo[d,f][1,3,2]dioxaphosphepin-6-yl)oxy]ethyl)amine C(CCC)C1=CC2=C(OP(OC3=C2C=C(C=C3CCCC)CCCC)OCCN(CCOP3OC2=C(C4=C(O3)C(=CC(=C4)CCCC)CCCC)C=C(C=C2CCCC)CCCC)CCOP2OC4=C(C3=C(O2)C(=CC(=C3)CCCC)CCCC)C=C(C=C4CCCC)CCCC)C(=C1)CCCC